C(C)(C)(C)OC(=O)\N=N\C(OC(C)(C)C)=O tert-butyl (NE)-N-tertbutoxycarbonyliminocarbamate